1,4,2-diazaborinine N1=BC=NC=C1